FC=1C=CC(=NC1)C1=NN2C(O[C@@H](CC2)C)=C1C1=C2C(=NC(=C1)C)NN=C2 |r| (Racemic)-2-(5-Fluoro-2-pyridyl)-5-methyl-3-(6-methyl-1H-pyrazolo[3,4-b]pyridin-4-yl)-6,7-dihydro-5H-pyrazolo[5,1-b][1,3]oxazine